CN(C(OC(C)(C)C)=O)C1(CC1)C1=NC(=NO1)C tert-Butyl N-methyl-N-[1-(3-methyl-1,2,4-oxadiazol-5-yl)cyclopropyl]carbamate